3-Chloro-5-{6-[2-(4-chloro-2-cyano-indol-1-yl)-ethylamino]-pyrimidin-4-yl}-thiophene-2-carboxylic acid ClC1=C(SC(=C1)C1=NC=NC(=C1)NCCN1C(=CC2=C(C=CC=C12)Cl)C#N)C(=O)O